C1(CC1)[C@@H](C)C1=C(C=2CCC2C=C1)NC(=O)NS(=O)(=N)C=1OC=C(C1)C(C)(C)O N-((3-((R)-1-cyclopropylethyl)bicyclo[4.2.0]octa-1(6),2,4-trien-2-yl)carbamoyl)-4-(2-hydroxypropan-2-yl)furan-2-sulfonimidamide